C1(CC1)C=1C(=C2C=NNC2=CC1C)C1=C(C=2N=C(N=C(C2C=N1)N1C[C@@]2(CCO2)CCC1)OCC1(CC1)CN(C)C)F 1-(1-(((7-(5-cyclopropyl-6-methyl-1H-indazol-4-yl)-8-fluoro-4-((S)-1-oxa-6-azaspiro[3.5]nonan-6-yl)pyrido[4,3-d]pyrimidin-2-yl)oxy)methyl)cyclopropyl)-N,N-dimethylmethanamine